2-bromo-1,3-difluoro-5-methoxy-benzene BrC1=C(C=C(C=C1F)OC)F